CC1=CC(=C(C(=C1)C(C)(C)C)O)C(C)(C)C 4-methyl-2,6-di-tert-butyl-phenol